1-(4-(benzofuran-2-yl)-5-(isopropylsulfanyl)thiazol-2-yl)-4-(3-fluorophenyl)-3-methyl-1H-pyrazole-5-carboxylic acid O1C(=CC2=C1C=CC=C2)C=2N=C(SC2SC(C)C)N2N=C(C(=C2C(=O)O)C2=CC(=CC=C2)F)C